C1(CC1)C(C=CS(=O)(=O)C)NC(=O)C=1C=C2C(=NC1OC1=CC=CC=C1)N(C=C2)C N-(1-cyclopropyl-3-(methylsulfonyl)allyl)-1-methyl-6-phenoxy-1H-pyrrolo[2,3-b]pyridine-5-carboxamide